cis-8'-Bromo-7'-fluoro-3'-methyl-3-(methyl(phenyl)amino)spiro[cyclobutane-1,1'-pyrrolo[2,3-c]quinolin]-2'(3'H)-one BrC1=CC=2C3=C(C=NC2C=C1F)N(C(C31CC(C1)N(C1=CC=CC=C1)C)=O)C